COC=1C=C(C=CC1[N+](=O)[O-])B1OC(C(O1)(C)C)(C)C 2-(3-methoxy-4-nitrophenyl)-4,4,5,5-tetramethyl-1,3,2-dioxaborolane